CC1=NNC=C1C=1C=CC2=C(N=C(O2)C2=CC(=NC=C2)C=O)C1 (4-(5-(3-methyl-1H-pyrazol-4-yl)benzo[d]oxazol-2-yl)pyridin-2-yl)methanone